ClC1=NC(=CC=2N(CN=CC21)CC2=C(C=C(C=C2)OC)OC)Cl 5,7-dichloro-1-(2,4-dimethoxybenzyl)pyrido[4,3-d]pyrimidine